COC(=O)C1=CC2=C(C=N1)COC2(C)COC 1-(methoxymethyl)-1-methyl-3H-furo[3,4-c]Pyridine-6-carboxylic acid methyl ester